C[C@H](C(=O)[O-])[NH2+]CC(=O)[O-] The molecule is the conjugate base of N-(carboxymethyl)-D-alanine having anionic carboxy groups and a cationic amino group; major species at pH 7.3. It is a conjugate base of a N-(carboxymethyl)-D-alanine.